S1C2=C(C=C1)C=CC(=C2)CCNC2=CC(=NC=N2)C2=CC(=CS2)OCC 5-[6-(2-Benzo[b]thiophen-6-yl-ethylamino)-pyrimidin-4-yl]-3-ethoxy-thiophene